tert-butyl N-[(1s,4s)-4-({2-[2,6-bis(benzyloxy)pyridin-3-yl]-1-oxo-3H-isoindol-4-yl}amino)cyclohexyl]carbamate C(C1=CC=CC=C1)OC1=NC(=CC=C1N1C(C2=CC=CC(=C2C1)NC1CCC(CC1)NC(OC(C)(C)C)=O)=O)OCC1=CC=CC=C1